triacetate Dysprosium [Dy+3].C(C)(=O)[O-].C(C)(=O)[O-].C(C)(=O)[O-]